O1C(=NN=C1)CCN(CC(=O)O)C(=O)OCC1C2=CC=CC=C2C=2C=CC=CC12 N-(2-(1,3,4-Oxadiazol-2-yl)ethyl)-N-(((9H-fluoren-9-yl)methoxy)carbonyl)glycine